N-(2-bromobenzyl)-3-phenyl-carbazole BrC1=C(CN2C3=CC=CC=C3C=3C=C(C=CC23)C2=CC=CC=C2)C=CC=C1